C1(CC1)C=1C=C(C=CC1CN1C[C@H](CCC1)[C@](CO)(C)O)NC(OC(C)(C)C)=O tert-butyl [3-cyclopropyl-4-({(3s)-3-[(2s)-1,2-dihydroxypropan-2-yl]piperidin-1-yl}methyl)phenyl]carbamate